O[C@H]1[C@@H](CCC1)NC(=O)C=1C(N(N=C(C1)C1=CC=C(C=C1)C(F)(F)F)C=1C=NN(C1)C)=O N-[(1R,2R)-2-Hydroxycyclopentyl]-2-(1-methyl-1H-pyrazol-4-yl)-3-oxo-6-[4-(trifluoromethyl)phenyl]-2,3-dihydropyridazine-4-carboxamide